NC=1C2=C(N=CN1)N(C=C2C=2C=NC(=NC2)C)CC(=O)N2[C@@H](C[C@H](C2)F)C(=O)NCC2=C(C(=CC=C2)Cl)F (2S,4R)-1-(2-(4-amino-5-(2-methylpyrimidin-5-yl)-7H-pyrrolo[2,3-d]pyrimidin-7-yl)acetyl)-N-(3-chloro-2-fluorobenzyl)-4-fluoropyrrolidine-2-carboxamide